5-chloromethyl-3-methyl-1,2,4-oxadiazole ClCC1=NC(=NO1)C